(S)-2,2,2-trifluoro-1-((R or S)-3-(2-(5-fluoro-thiophen-2-yl)ethyl)-1-(2-(6-methylpyridin-3-yl)propan-2-yl)pyrrolidin-3-yl)ethyl-carbamate FC([C@H]([C@]1(CN(CC1)C(C)(C)C=1C=NC(=CC1)C)CCC=1SC(=CC1)F)NC([O-])=O)(F)F |o1:3|